2-methoxy-N-(5-oxo-5,6,7,8-tetrahydro-1,6-naphthyridin-3-yl)-5-(1,3,5-trimethyl-1H-pyrazol-4-yl)benzenesulfonamide COC1=C(C=C(C=C1)C=1C(=NN(C1C)C)C)S(=O)(=O)NC=1C=NC=2CCNC(C2C1)=O